CC1=C(C=C(C(N1C1=CC=CC=C1)=O)C(=O)O)C1=NC=CC=N1 6-methyl-2-oxo-1-phenyl-5-pyrimidin-2-yl-1,2-dihydropyridine-3-carboxylic acid